methyl-silicon-oxide C[Si]=O